C(CC)NC(=O)O.CCC propan propan-carbamate